(S)-4-((1-(4-chloro-1-oxo-2-phenyl-8-(2-(2-propoxypropan-2-yl)pyrimidin-5-yl)-1,2-dihydroisoquinolin-3-yl)ethyl)amino)pyrido[2,3-d]pyrimidin-5(8H)-one ClC1=C(N(C(C2=C(C=CC=C12)C=1C=NC(=NC1)C(C)(C)OCCC)=O)C1=CC=CC=C1)[C@H](C)NC=1C2=C(N=CN1)NC=CC2=O